methyl 4-methylbenzenesulfenate CC1=CC=C(C=C1)SOC